3-(chloromethyl)-4-ethyl-2-(trifluoromethyl)pyridine ClCC=1C(=NC=CC1CC)C(F)(F)F